NC1=CC(=C(C(=C1)C)NC(C(CC)N1CCCCC1)=O)C N-(4-amino-2,6-dimethylphenyl)-2-(piperidin-1-yl)butanamide